[C@@H]1([C@H](O)[C@@H](O)[C@@H](O)[C@H](O1)CO)O[C@H]1[C@@H]([C@H]([C@H](O[C@@H]1CO)F)O)O beta-D-galactopyranosyl-(1→4)-alpha-D-glucopyranosyl fluoride